C1=CC(=CC(=C1)OC2=CC=CC(=C2)N)N 3,3'-diaminodiphenyl ether